5-(tert-butylamino)-4-hepten-3-one C(C)(C)(C)NC(=CC(CC)=O)CC